C(C(O)CO)C(C(=O)O)CCCCCCCCCCCC.C(CCCCCCCCCCCCC)(=O)OCC(O)CO glyceryl monomyristate (glyceryl myristate)